3-METHYLGLUTACONIC ACID CC(=CC(=O)O)CC(=O)O